FC(C1=NC=CC=C1S)(F)F 2-(trifluoromethyl)-pyridine-3-thiol